ClCCOC1=NC=CC=C1 2-(2-chloroethoxy)pyridine